N-(2,6-dichlorophenyl)-4-ethoxy-2-{{4-[2-(4-methylpiperazin-1-yl)ethoxy]phenyl}amino}pyrimidine-5-carboxamide ClC1=C(C(=CC=C1)Cl)NC(=O)C=1C(=NC(=NC1)NC1=CC=C(C=C1)OCCN1CCN(CC1)C)OCC